d-3-methyl-1H-pyrazol-4-amine CC1=NNC=C1N